CN1[C@@H]([C@@H](CC1)C1=CC=2C(=NC=CC2NC=2C=CC3=C(N=CS3)C2)S1)C N-(2-((2R,3R)-1,2-dimethylpyrrolidin-3-yl)thieno[2,3-b]pyridin-4-yl)benzo[d]thiazol-5-amine